4'-chloro-4,5,6',7'-tetrahydro-2H,5'H-spiro[furan-3,8'-quinoline] 1-oxide ClC1=CC=NC=2C3(CCCC12)C[O+](CC3)[O-]